ClC=1C=CC(=C(C1)N1C(SCC1=O)=N)C(C)C 3-(5-chloro-2-isopropylphenyl)-2-iminothiazolidin-4-one